homopiperidinyl-quinazolin-4(3H)-one N1(CCCCCC1)C1=NC2=CC=CC=C2C(N1)=O